N-(6-(2H-1,2,3-triazol-2-yl)-5-(trifluoromethyl)pyridin-3-yl)-2'-fluoro-3-methyl-4'-(trifluoromethyl)-[1,1'-biphenyl]-4-carboxamide N=1N(N=CC1)C1=C(C=C(C=N1)NC(=O)C1=C(C=C(C=C1)C1=C(C=C(C=C1)C(F)(F)F)F)C)C(F)(F)F